1,3,5-trimethyl-1,3,5-tri(3,3,3-trifluoropropyl)cyclotrisiloxane C[Si]1(O[Si](O[Si](O1)(C)CCC(F)(F)F)(C)CCC(F)(F)F)CCC(F)(F)F